N1=CC(=CC=2CNCCC12)N 5,6,7,8-tetrahydro-1,6-naphthyridine-3-amine